FC1(CCN(CC1)C=1C=2N(C=C(C1)C(=O)N)C=CN2)F 8-(4,4-difluoropiperidin-1-yl)imidazo[1,2-a]pyridine-6-carboxamide